8-amino-6-(4-chlorophenyl)-5-oxo-2,3-dihydro-5H,6H-pyrano[2,3-d][1,3]thiazolo[3,2-a]pyrimidine-7-carbonitrile NC1=C(C(C2=C(N=C3N(C2=O)CCS3)O1)C1=CC=C(C=C1)Cl)C#N